FC(C(C(=O)OCCC1=CC=CC=C1)C)(F)F phenethyl 3,3,3-trifluoro-2-methylpropanoate